7-((3-chloro-4-fluorobenzyl)oxy)-3,4-dihydroisoquinoline-2(1H)-carboxylic acid tert-butyl ester C(C)(C)(C)OC(=O)N1CC2=CC(=CC=C2CC1)OCC1=CC(=C(C=C1)F)Cl